ClC1=CC=C2C=C(NC2=C1F)C(=O)N1[C@@H]([C@H]2C([C@H]2C1)(C)C)C(=O)N[C@H](C=O)C[C@H]1C(NCC1)=O (1R,2S,5S)-3-(6-chloro-7-fluoro-1H-indole-2-carbonyl)-6,6-dimethyl-N-((S)-1-oxo-3-((S)-2-oxopyrrolidin-3-yl)propan-2-yl)-3-azabicyclo[3.1.0]hexane-2-carboxamide